N-[(1s,4s)-4-{[2,6-bis(trifluoromethyl)pyridin-4-yl]amino}cyclohexyl]imidazo[1,2-a]pyridine-6-carboxamide FC(C1=NC(=CC(=C1)NC1CCC(CC1)NC(=O)C=1C=CC=2N(C1)C=CN2)C(F)(F)F)(F)F